C(C)C=1C=C2CCN(C2=CC1)C1=C(C(=CC(=C1F)F)F)F 5-ethyl-1-(2,3,5,6-tetrafluorophenyl)indoline